(S)-4-(2-(1-ethyl-3-(trifluoromethyl)-1H-pyrazol-4-yl)-3-fluorophenyl)-6-((E)-4-(((R)-tetrahydrofuran-3-yl)amino)but-2-enoyl)-4,5,6,7-tetrahydrothieno[2,3-c]pyridine-2-carbonitrile C(C)N1N=C(C(=C1)C1=C(C=CC=C1F)[C@H]1C2=C(CN(C1)C(\C=C\CN[C@H]1COCC1)=O)SC(=C2)C#N)C(F)(F)F